The molecule is a 3-oxo-fatty acyl-CoA(4-) arising from deprotonation of the phosphate and diphosphate functions of (21Z,24Z,27Z,30Z)-3-oxohexatriacontatetraenoyl-CoA. It is a 3-oxo-fatty acyl-CoA(4-), an 11,12-saturated fatty acyl-CoA(4-) and an ultra-long-chain 3-oxoacyl-CoA(4-). It is a conjugate base of a (21Z,24Z,27Z,30Z)-3-oxohexatriacontatetraenoyl-CoA. CCCCC/C=C\\C/C=C\\C/C=C\\C/C=C\\CCCCCCCCCCCCCCCCCC(=O)CC(=O)SCCNC(=O)CCNC(=O)[C@@H](C(C)(C)COP(=O)([O-])OP(=O)([O-])OC[C@@H]1[C@H]([C@H]([C@@H](O1)N2C=NC3=C(N=CN=C32)N)O)OP(=O)([O-])[O-])O